ClC\C=C/C1=C(C=CC=C1)Cl Z-1-chloro-3-(2-chlorophenyl)-2-propene